2-(2-(2-propoxyethoxy)ethoxy)ethan-1-amine C(CC)OCCOCCOCCN